[F-].C(CC)[N+](CCC)(CCC)CCC Tetra-n-propyl-ammonium fluoride